(S)-3-(5-chloro-6-oxo-6,8-dihydro-2H,7H-spiro[furo[2,3-e]isoindole-3,4'-piperidin]-7-yl)piperidine ClC=1C=C2C(=C3CN(C(C13)=O)[C@@H]1CNCCC1)OCC21CCNCC1